[Li+].COC1=C(C(=O)[O-])C(=C(C(=N1)[2H])[2H])[2H] 2-methoxynicotinic acid-d3 Lithium salt